butyl N-{1-[1-methyl-3-({[(3S)-1-(6-methylpyridin-3-yl)piperidin-3-yl][(2-methylpyridin-4-yl)methyl]amino}methyl)-4-oxo-1,4-dihydroquinolin-7-yl]piperidin-4-yl}carbamate CN1C=C(C(C2=CC=C(C=C12)N1CCC(CC1)NC(OCCCC)=O)=O)CN(CC1=CC(=NC=C1)C)[C@@H]1CN(CCC1)C=1C=NC(=CC1)C